FC1=CC=C(CC2=CC3=C(OCC(N3)C)N=C2C(=O)NCCN2CCOCC2)C=C1 7-(4-fluorobenzyl)-2-methyl-N-(2-morpholinoethyl)-2,3-dihydro-1H-pyrido[2,3-b][1,4]oxazine-6-carboxamide